1,1,1,3,3,3-hexafluoropropan-2-yl 1-(3-((4-(tert-butoxy)-4-oxobutyl)(4-methoxybenzyl)amino)-5-(trifluoromethyl)benzyl)-1,8-diazaspiro[4.5]decane-8-carboxylate C(C)(C)(C)OC(CCCN(C=1C=C(CN2CCCC23CCN(CC3)C(=O)OC(C(F)(F)F)C(F)(F)F)C=C(C1)C(F)(F)F)CC1=CC=C(C=C1)OC)=O